C(C1=CC=CC=C1)(C1=CC=CC=C1)N1CCC2(CCN(C2)C(=O)C=2C=C3C(N(C(C3=CC2)=O)C2C(NC(CC2)=O)=O)=O)CC1 5-(8-benzhydryl-2,8-diazaspiro[4.5]decane-2-carbonyl)-2-(2,6-dioxopiperidin-3-yl)isoindoline-1,3-dione